C(C)(C)(C)OC(=O)N1C[C@@H](N(CC1)C=1C2=C(N(C(N1)=O)C=1C(=NOC1C(C)C)C)N=C(C(=C2)Cl)Cl)C.NC=2CC(C(=O)O)(C=CC2)[2H] 3-Aminobenzoic acid-1-d tert-Butyl-(S)-4-(6,7-dichloro-1-(5-isopropyl-3-methylisoxazol-4-yl)-2-oxo-1,2-dihydropyrido[2,3-d]pyrimidin-4-yl)-3-methylpiperazine-1-carboxylate